NC=1C=C(C=CC1N)SC1=CC=C(C=C1)S(=O)(=O)NC=1SC=CN1 4-((3,4-diaminophenyl)thio)-N-(thiazol-2-yl)benzenesulfonamide